N1=CN=C2[N]C=NC2=C1N 9λ2-purin-6-amine